Cl.N=1C(=CN2C1C=CC=C2)C(=O)N2CC1(C2)CCNCC1 imidazo[1,2-a]pyridin-2-yl-(2,7-diazaspiro[3.5]nonan-2-yl)methanone hydrochloride